5-chloro-2-methyl-N-((1r,4r)-4-((3-(4-methyl-3,4-dihydro-2H-pyrido[3,2-b][1,4]oxazin-7-yl)-2-oxo-2,3-dihydro-1H-benzo[d]imidazol-1-yl)methyl)cyclohexyl)nicotinamide ClC=1C=NC(=C(C(=O)NC2CCC(CC2)CN2C(N(C3=C2C=CC=C3)C3=CC=2OCCN(C2N=C3)C)=O)C1)C